N-(4-(4-(trifluoromethyl)phenyl)oxazol-2-yl)pyridiniumamide FC(C1=CC=C(C=C1)C=1N=C(OC1)NC(=O)[N+]1=CC=CC=C1)(F)F